(3,5-di-tert-butyl-4-hydroxyphenoxy)-1,3,5-triazine C(C)(C)(C)C=1C=C(OC2=NC=NC=N2)C=C(C1O)C(C)(C)C